FC=1C=C(C=CC1)C1=C(C(=CC=C1)C1=CC(=NC=C1)F)OC 3-fluoro-3'-(2-fluoropyridin-4-yl)-2'-methoxy-[1,1'-biphenyl]